S1C=NC2=C1C=C(C=C2)C(=O)Cl benzo[d]thiazole-6-carbonyl chloride